CO[C@@H]1CC[C@@]2(C3CC[C@@]4(C(CCC4C3CCC2C1)[C@@H](CCC(=O)O)C)C)C (4R)-4-((3R,10S,13R)-3-methoxy-10,13-dimethylhexadecahydro-1H-cyclopenta[a]phenanthren-17-yl)pentanoic acid